C1(CC1)CN1C(=CC2=CC=C(C=C12)C1=CC=2N(C=C1)C(=NN2)C)C2=NN1C(C(=CC(=C1)C(=O)N1C3CCC(C1)[C@H]3N)F)=C2C (7R)-2-{2-[1-(Cyclopropylmethyl)-6-{3-methyl-[1,2,4]triazolo[4,3-a]pyridin-7-yl}-1H-indol-2-yl]-4-fluoro-3-methylpyrazolo[1,5-a]pyridine-6-carbonyl}-2-azabicyclo[2.2.1]heptan-7-amine